C1(=CC=CC=C1)P(C1=C(C=C(C=C1C)C)C)(C1=C(C=C(C=C1C)C)C)=O phenyl-bis(2,4,6-trimethyl-phenyl)phosphine Oxide